C(C)(C)(C)OC(=O)N1CC[C@H]([C@@H](CC1)C1=CC=C(C=C1)OC)CO (-)-trans-4-(hydroxymethyl)-5-(4-methoxyphenyl)azepane-1-carboxylic acid tert-butyl ester